7-deaza-7-methoxycarbonyl-N6-benzoyl-2'-deoxyadenosine COC(=O)C1=CN([C@H]2C[C@H](O)[C@@H](CO)O2)C=2N=CN=C(C12)NC(C1=CC=CC=C1)=O